C5-glyceryl-methylcytosine C(C(O)CO)C=1C(=NC(NC1)=O)NC